(((((1R,2S,5R)-2-carbamoyl-7-oxo-1,6-diazabicyclo[3.2.1]oct-6-yl) oxy) sulfonyl) oxy)-2,2-dimethylpropyladamantane-1-carboxylate C(N)(=O)[C@H]1N2C(N([C@H](CC1)C2)OS(=O)(=O)OC2(C1(CC3CC(CC2C3)C1)C(=O)[O-])CC(C)(C)C)=O